4-bromo-5-(difluoromethyl)-6-fluoro-7-nitro-1H-indazole BrC1=C2C=NNC2=C(C(=C1C(F)F)F)[N+](=O)[O-]